N1=C(C=CC=C1)O[C@@H]1CC2=CC[C@H]3[C@@H]4CC=C([C@@]4(C)CC[C@@H]3[C@]2(CC1)C)N1C=NC2=C1C=CC=C2 3β-(pyridin-2-yloxy)-17-(1H-benzimidazol-1-yl)androsta-5,16-diene